N-methyl-N-(6-(2-(pyridin-2-yl)ethyl)-4-(pyridin-4-yl)quinolin-2-yl)glycine CN(CC(=O)O)C1=NC2=CC=C(C=C2C(=C1)C1=CC=NC=C1)CCC1=NC=CC=C1